1-normal octanethiol C(CCCCCCC)S